CC(=CC)CCC=C(CCC=C(C)C)C 3,7,11-trimethyldodeca-2,6,10-triene